4-[(2-fluoro-6-hydroxyphenyl)methyl]-N-{[4-(furan-2-yl)phenyl]methyl}-6-methyl-1-(2-methylpropanoyl)piperazine-2-carboxamide FC1=C(C(=CC=C1)O)CN1CC(N(C(C1)C)C(C(C)C)=O)C(=O)NCC1=CC=C(C=C1)C=1OC=CC1